Methyl 3-(5-(1,4-dimethyl-1H-1,2,3-triazol-5-yl)-3-nitropyridin-2-yl)-4-iodo-1-methyl-1H-pyrazole-5-carboxylate CN1N=NC(=C1C=1C=C(C(=NC1)C1=NN(C(=C1I)C(=O)OC)C)[N+](=O)[O-])C